7-(4-(4-(benzo[b]thiophen-4-yl)piperazin-1-yl)butoxy)quinolin-2-yl pentanoate C(CCCC)(=O)OC1=NC2=CC(=CC=C2C=C1)OCCCCN1CCN(CC1)C1=CC=CC=2SC=CC21